tert-butyl 4-((4-(1-(2,6-dioxopiperidin-3-yl)-3-methyl-2-oxo-2,3-dihydro-1H-benzo[d]imidazol-5-yl)piperidin-1-yl)methyl)-4-fluoropiperidine-1-carboxylate O=C1NC(CCC1N1C(N(C2=C1C=CC(=C2)C2CCN(CC2)CC2(CCN(CC2)C(=O)OC(C)(C)C)F)C)=O)=O